ClC1=C(C=CC=C1Cl)C=1NC(=C(N1)C1=CC=CC=C1)C 2-(2,3-Dichlorophenyl)-4-phenyl-5-methylimidazole